C(C)(C)C1=NC(SC1)=S (R)-4-isopropylthiazoline-2-thione